NCCNCCS(=O)(=O)[O-].[Na+] Natrium 2-[(2-aminoethyl)amino]ethansulfonat